O1C=CC2=C1C=CC=C2C(C)C=2N=CNC2 4-[1-(1-benzofuran-4-yl)ethyl]-1H-imidazole